FC1=C(C=C(C=C1)C=1N=NC=C2C1SC=C2)C 7-(4-fluoro-3-methylphenyl)thieno[2,3-d]Pyridazine